N'-acetyl-4-amino-1-methyl-N-((5-(trifluoromethyl)benzo[d]thiazol-2-yl)methyl)-1H-pyrazolo[4,3-c]quinoline-8-carbohydrazide C(C)(=O)NN(C(=O)C1=CC=2C3=C(C(=NC2C=C1)N)C=NN3C)CC=3SC1=C(N3)C=C(C=C1)C(F)(F)F